6-[5-[(1S)-1-[[8-chloro-6-(trifluoro-methyl)quinazolin-4-yl]amino]ethyl]-1,2,4-triazol-1-yl]-2-methyl-pyridazin-3-one ClC=1C=C(C=C2C(=NC=NC12)N[C@@H](C)C1=NC=NN1C=1C=CC(N(N1)C)=O)C(F)(F)F